2-(Azepan-1-yl)-4-((4-(2-(piperazin-1-yl)ethyl)phenyl)amino)pyrimido[4,5-d]pyridazin-5(6H)-on N1(CCCCCC1)C=1N=C(C2=C(C=NNC2=O)N1)NC1=CC=C(C=C1)CCN1CCNCC1